FC([C@@H](C)NC(OC1CCCC1)=O)(F)F cyclopentyl ((R)-1,1,1-trifluoropropan-2-yl)carbamate